NC=1OC(=C(C2(C1C#N)C(NC1=CC=CC(=C12)Cl)=O)C(C1=CC=CC=C1)=O)C amino-5'-benzoyl-4-chloro-6'-methyl-2-oxospiro[indoline-3,4'-pyran]-3'-carbonitrile